O=C1NC(CCC1N1C(C2=CC=CC(=C2C1=O)OCC(=O)NCCCCN1N=NC(=C1)C1=CC=C(C=C1)C=1N=C2N(C=CC(=C2)C2=CC=CC=C2)C1NC1=CC=C(C(=O)O)C=C1)=O)=O 4-((2-(4-(1-(4-(2-((2-(2,6-Dioxopiperidin-3-yl)-1,3-dioxoisoindolin-4-yl)oxy)acetamido)butyl)-1H-1,2,3-triazol-4-yl)phenyl)-7-phenylimidazo[1,2-a]pyridin-3-yl)amino)benzoic acid